CN(C(OC(C)(C)C)=O)C[C@H](C)OC=1N(N=CC1C=1C=C2C(=C(N1)C)N(N=C2C=C)C2OCCCC2)C tert-butyl N-methyl-N-[(2S)-2-[2-methyl-4-(7-methyl-1-tetrahydropyran-2-yl-3-vinyl-pyrazolo[3,4-c]pyridin-5-yl)pyrazol-3-yl]oxypropyl]carbamate